4,6-dibenzyloxy-1,3-cyclohexanedione C(C1=CC=CC=C1)OC1C(CC(C(C1)OCC1=CC=CC=C1)=O)=O